N1(CCOCC1)C(=O)[C@H]1N(CCC1)C1=C2C(=NC=C1)NC=C2C#N 4-[(2S)-2-(morpholine-4-carbonyl)pyrrolidin-1-yl]-1H-pyrrolo[2,3-b]pyridine-3-carbonitrile